N-(1,3-dimethylbutylidene)-3-aminopropyl-triethoxysilane CC(CC(C)C)=NCCC[Si](OCC)(OCC)OCC